N-(tert-butoxycarbonyl)-O-((5-Oxo-4,5-dihydro-1,2,4-oxadiazol-3-yl)methyl)-L-serine C(C)(C)(C)OC(=O)N[C@@H](COCC1=NOC(N1)=O)C(=O)O